COC1=CC=C(C(=O)NC2=CC(=NO2)C=2C=NC(=CC2)N2CCCC2)C=C1 4-methoxy-N-(3-(6-(pyrrolidin-1-yl)pyridin-3-yl)isoxazol-5-yl)benzamide